C1(=CC=CC=C1)C=1OC(=CC1C(=O)N)C(F)(F)F 2-phenyl-5-(trifluoromethyl)furan-3-carboxamide